C(C)(C)(C)OC(=O)N1CCC(CC1)C=1OC2=C(N1)C=CC(=C2)C2CC2 4-(6-Cyclopropyl-1,3-benzooxazol-2-yl)piperidine-1-carboxylic acid tert-butyl ester